N,N-diethyl-4-aminobenzenesulfonyl chloride C(C)N(C1=CC=C(C=C1)S(=O)(=O)Cl)CC